(R)-3-((3-fluorophenyl)ethynyl)-8,9,9a,10-tetrahydropyrimido[6',1':2,3]imidazo[1,5-c][1,3]oxazin-1(6H)-one FC=1C=C(C=CC1)C#CC1=NC(N2C(N3COCC[C@@H]3C2)=C1)=O